CC1=C(C2=C(N=N1)SC1=C2N=CN=C1NCC1=CC=C(C=C1)N1CCN(CC1)C)C 3,4-dimethyl-N-[[4-(4-methylpiperazin-1-yl)phenyl]methyl]pyrimido[4',5':4,5]thieno[2,3-c]pyridazin-8-amine